NC1=C(N=CN1[C@H]1[C@@H]([C@H]([C@@H](C1)C)O)O)C(=O)N 5-amino-1-((1R,2S,3S,4R)-2,3-dihydroxy-4-methylcyclopentyl)-1H-imidazole-4-carboxamide